Cl.COC=1C=C(OCCN(C2(CCCCC2)C(=O)N[C@@H](C)C2=CC=C(C(=O)O)C=C2)C)C=CC1 4-[(1S)-1-[[1-[2-(3-Methoxyphenoxy)ethyl-methyl-amino]cyclohexanecarbonyl]amino]ethyl]benzoic acid, hydrochloride